N'4,N'6-Bis[(1-methylpyridinium-4-yl)methylene]pyrimidine-4,6-dicarbohydrazide iodide [I-].C[N+]1=CC=C(C=C1)C=NNC(=O)C1=NC=NC(=C1)C(=O)NN=CC1=CC=[N+](C=C1)C.[I-]